1H-pyrrolobenzene N1C=CC2=C1C=CC=C2